3-{[(3S)-3-aminopyrrolidin-1-yl]methyl}phenol hydrochloride Cl.N[C@@H]1CN(CC1)CC=1C=C(C=CC1)O